ClC=1C=C(O[C@H](CC(=O)NC[C@H](CC2=CC(=C(C(=O)NC)C=C2)F)N(C)C)C)C=CC1Cl 4-((S)-3-((S)-3-(3,4-dichlorophenoxy)butyrylamino)-2-(dimethylamino)propyl)-2-fluoro-N-methylbenzamide